[Si](C)(C)(C(C)(C)C)OC[C@H](COC1=NNC(=C1[N+](=O)[O-])C)C (S)-3-(3-((tert-Butyldimethylsilyl)oxy)-2-methylpropoxy)-5-methyl-4-nitro-1H-pyrazole